2-benzyl-2-((6-(6-bromo-4-fluoro-1H-benzo[d][1,2,3]triazol-1-yl)-1H-indazol-3-yl)methoxy)malonic acid C(C1=CC=CC=C1)C(C(=O)O)(C(=O)O)OCC1=NNC2=CC(=CC=C12)N1N=NC2=C1C=C(C=C2F)Br